tert-butyl (1S,3S)-[3-[4-(3-isopropyl-2-methylindazol-5-yl)pyrimidin-2-yl]aminocyclopentan-1-yl]aminocarboxylate C(C)(C)C=1N(N=C2C=CC(=CC12)C1=NC(=NC=C1)N[C@@H]1C[C@H](CC1)NC(=O)OC(C)(C)C)C